C(C1=CC=CC=C1)NC1C(CC(CC1)=O)C 4-(benzylamino)-3-methylcyclohexan-1-one